N1(N=NN=C1)C[C@H](C)OC=1C=C(C=CC1Cl)C=1C=NC(=NC1)NC=1C(=NN(C1)C1CCC(CC1)N1CCOCC1)OCC=1SC=CN1 5-(3-(((S)-1-(1H-tetrazol-1-yl)propan-2-yl)oxy)-4-chlorophenyl)-N-(1-((1r,4r)-4-morpholinocyclohexyl)-3-(thiazol-2-ylmethoxy)-1H-pyrazol-4-yl)pyrimidin-2-amine